C1OCC12CCC(CC2)=O 2-oxaspiro[3.5]nonan-7-one